3',6-dichloro-4-(2-(4-((2-(methylthio)pyrimidin-4-yl)methoxy)phenyl)propan-2-yl)-[1,1'-biphenyl]-2-carbonitrile ClC=1C=C(C=CC1)C=1C(=CC(=CC1Cl)C(C)(C)C1=CC=C(C=C1)OCC1=NC(=NC=C1)SC)C#N